ethyl 2-((S)-2,2-dimethylcyclopropane-1-carbonyl)-6-(2,4-dimethylthiazole-5-carbonyl)-2,6-diazaspiro[3.4]octane-8-carboxylate CC1([C@H](C1)C(=O)N1CC2(C1)CN(CC2C(=O)OCC)C(=O)C2=C(N=C(S2)C)C)C